tris(4-(dimethylamino) phenyl) phosphite P(OC1=CC=C(C=C1)N(C)C)(OC1=CC=C(C=C1)N(C)C)OC1=CC=C(C=C1)N(C)C